ClC1=CC(=CC(=N1)NC(=O)[C@@H]1[C@H](C1)C1=NC=CC(=N1)C)F (1S,2S)-N-(6-chloro-4-fluoropyridin-2-yl)-2-(4-methylpyrimidin-2-yl)cyclopropane-1-carboxamide